N-methyl-1-(6-(4-(trifluoromethyl)phenyl)pyridazin-3-yl)methanamine CNCC=1N=NC(=CC1)C1=CC=C(C=C1)C(F)(F)F